NN[C@@H](CC1=CC=C(C=C1)O)C(=O)O aminotyrosine